methyl-4-(((tert-butoxycarbonyl)(2-((tert-butyldimethylsilyl)oxy)ethyl)amino) methyl)-6,7-dihydro-5H-cyclopenta[c]pyridine-1-carboxylate COC(=O)C1=NC=C(C2=C1CCC2)CN(CCO[Si](C)(C)C(C)(C)C)C(=O)OC(C)(C)C